C(CCCCCCCCCCCCCCCC)C1=CC=CC=2C3=CC=CC=C3NC12 heptadecylcarbazole